(R)-4-Chloro-N-(1-ethylpiperidin-3-yl)-5,6,7,8-tetrahydro-5,8-ethanophthalazin-1-amine ClC1=NN=C(C=2C3CCC(C12)CC3)N[C@H]3CN(CCC3)CC